(S)-N-(5-((1-oxaspiro(4.4)nonan-3-yl)oxy)-1,3,4-thiadiazol-2-yl)-2'-chloro-5'-methoxy-6-methyl-(4,4'-bipyridine)-3-carboxamide O1C[C@H](CC12CCCC2)OC2=NN=C(S2)NC(=O)C=2C=NC(=CC2C2=CC(=NC=C2OC)Cl)C